3-vinyloxolane-2,5-dione C(=C)C1C(OC(C1)=O)=O